N[C@@H]1[C@@H](CCCC1)NC1=CC(=C(N=N1)C(=O)N)NC1=NC(=C(C=C1)C)C 6-[(1R,2S)-2-aminocyclohexylamino]-4-(5,6-dimethyl-pyridin-2-ylamino)-pyridazine-3-carboxylic acid amide